(3-iodo-5-methyl-4-oxo-4,5-dihydro-1H-pyrazolo[3,4-d]pyrimidin-6-yl)-4-methylpiperidin-4-ylcarbamic acid tert-butyl ester C(C)(C)(C)OC(N(C1(CCNCC1)C)C=1N(C(C2=C(N1)NN=C2I)=O)C)=O